C(C)(C)(C)OC(=O)N\C(\NCCNC=1C=CC=2NC3=CC=C(C=C3C2C1)NC1=CC(=C(C=C1)Cl)Cl)=N/C(OC(C)(C)C)=O (Z)-tert-butyl (tert-butoxycarbonylamino)(2-(6-(3,4-dichlorophenylamino)-9H-carbazol-3-ylamino)ethylamino)methylenecarbamate